ClC1=NC(=NC=C1)N1C[C@@H](CCC1)OC1=C(C=CC=C1)OCC (R)-4-chloro-2-(3-(2-ethoxyphenoxy)piperidin-1-yl)pyrimidine